2-(4-(2-((4-bromo-3-fluorobenzyl)oxy)ethyl)piperidin-1-yl)-5-ethylpyrimidine BrC1=C(C=C(COCCC2CCN(CC2)C2=NC=C(C=N2)CC)C=C1)F